N-(1-((5-(4-bromo-2,6-dichlorophenoxy)-2-hydroxyphenyl)sulfonyl)azetidin-3-yl)methanesulfonamide BrC1=CC(=C(OC=2C=CC(=C(C2)S(=O)(=O)N2CC(C2)NS(=O)(=O)C)O)C(=C1)Cl)Cl